5-(2-(neopentylamino)-7H-pyrrolo[2,3-d]pyrimidin-5-yl)-N-(tetrahydro-2H-pyran-4-yl)pyrazolo[1,5-a]pyridine-3-carboxamide C(C(C)(C)C)NC=1N=CC2=C(N1)NC=C2C2=CC=1N(C=C2)N=CC1C(=O)NC1CCOCC1